N[C@@H](CS)C(=O)C1=C(C[C@@H](N)C(=O)O)C=CC=C1 2-cysteinyl-D-phenylalanine